allyl 5-(((((S)-1-oxo-1-propoxypropan-2-yl)amino)(phenoxy)phosphoryl)methyl)benzo[b]thiophene-2-carboxylate O=C([C@H](C)NP(=O)(OC1=CC=CC=C1)CC1=CC2=C(SC(=C2)C(=O)OCC=C)C=C1)OCCC